BrC1=NN2C(N(C(=C(C2=O)N2CCN(CC2)C(=O)OC(C)(C)C)CC)CC(NC2=CC=C(C=C2)SC(F)(F)F)=O)=N1 tert-Butyl 4-(2-bromo-5-ethyl-7-oxo-4-(2-oxo-2-((4-((trifluoromethyl)thio)phenyl)amino)ethyl)-4,7-dihydro-[1,2,4]triazolo[1,5-a]pyrimidin-6-yl)piperazine-1-carboxylate